6-(tert-Butyl)-3,3,3'-trimethyl-1'-phenylspiro[indoline-2,4'-pyrazol]-5'(1'H)-one C(C)(C)(C)C1=CC=C2C(C3(C(=NN(C3=O)C3=CC=CC=C3)C)NC2=C1)(C)C